2-(4-chlorobenzyl)-8-methyl-N-[3-(morpholin-4-yl)propyl]-4,5-dihydro-2H-furo[2,3-g]indazole-7-carboxamide ClC1=CC=C(CN2N=C3C4=C(CCC3=C2)OC(=C4C)C(=O)NCCCN4CCOCC4)C=C1